Trimethyl-[2-[[4-(4,4,5,5-tetramethyl-1,3,2-dioxaborolan-2-yl)-3-(trifluoromethyl)pyrazol-1-yl]methoxy]ethyl]silane C[Si](CCOCN1N=C(C(=C1)B1OC(C(O1)(C)C)(C)C)C(F)(F)F)(C)C